COC=C1C(CC1)(C#N)C (methoxymethylene)-1-methylcyclobutane-1-carbonitrile